2-chloro-7-fluoro-3,4-dihydro-4-methyl-5H-[1,4]benzodiazepine ClC1=NC2=C(CN(C1)C)C=C(C=C2)F